CNC1=CC(=NC=2N1N=CC2)NC=2C(N(C=CC2)C2=NC=CC=C2)=O 7-(methylamino)-5-((2-oxo-2H-[1,2'-bipyridin]-3-yl)amino)pyrazolo[1,5-a]pyrimidine